6-nitro-1,1a,2,7b-tetrahydro-2-aza-cyclopropa[a]naphthalen-3-one [N+](=O)([O-])C1=CC=C2C(NC3C(C2=C1)C3)=O